C1(CCCC1)C(=O)N1CCC(CC1)CN1[C@@H]([C@H]([C@@H]([C@H](C1)O)O)O)C cyclopentyl-(4-(((2R,3R,4R,5S)-3,4,5-trihydroxy-2-methylpiperidin-1-yl)methyl)piperidin-1-yl)methanone